tert-butyl 3-(4-amino-1-(4-methoxybenzyl)-1H-pyrazol-5-yl)-5,6,7,8-tetrahydro-4H-pyrazolo[1,5-a][1,3]diazepine-4-carboxylate NC=1C=NN(C1C=1C=NN2C1N(CCCC2)C(=O)OC(C)(C)C)CC2=CC=C(C=C2)OC